2,3,4,5,6-pentafluorophenyl azide FC1=C(C(=C(C(=C1F)F)F)F)N=[N+]=[N-]